[N+](=O)([O-])C1=CC=C(N/C(=C/C(=O)O)/C(=O)O)C=C1 p-nitroanilinemaleic acid